C[Si](C(C(I)[Si](C)(C)C)I)(C)C 1,2-bis(trimethylsilyl)-1,2-diiodoethane